C(C)(C)(C)OC(NC1CN(CCC1)C=1N=NC(=CC1)Cl)=O (1-(6-chloropyridazin-3-yl)piperidine-3-yl)carbamic acid tert-butyl ester